BrC1=C(C=CC(=C1)Br)C1=CC=CC=C1 2,4-dibromobiphenyl